1-((4-(methylsulfonyl)-2-pyridinyl)carbonyl)-D-prolinamide CS(=O)(=O)C1=CC(=NC=C1)C(=O)N1[C@H](CCC1)C(=O)N